(R)-benzyl 3-((tert-butoxycarbonyl)amino)-4-hydroxybutanoate C(C)(C)(C)OC(=O)N[C@H](CC(=O)OCC1=CC=CC=C1)CO